C(CCC)[Bi](=N)(CCCC)CCCC tributyl-λ5-bismuthanimine